COC1=CC=C(C=C1)C(C(=C)C1=CC=CC=C1)=NC1=CC=CC=C1 1-(4-methoxyphenyl)-N,2-diphenylprop-2-ene-1-imine